ClC=1C=C(C=C(C1CC1=C(C(=C(C=C1)O)C(C)C)F)Cl)/C=C(/C(=O)Cl)\C (E)-3-(3,5-dichloro-4-(2-fluoro-4-hydroxy-3-isopropylbenzyl)phenyl)-2-methylacryloyl chloride